N-[(6-Amino-2-pyridyl)sulfonyl]-2-[(2S,5R)-2,5-dimethylpyrrolidin-1-yl]-6-(6-isobutoxy-3-pyridyl)pyridin-3-carboxamid NC1=CC=CC(=N1)S(=O)(=O)NC(=O)C=1C(=NC(=CC1)C=1C=NC(=CC1)OCC(C)C)N1[C@H](CC[C@H]1C)C